CC1=C(C(=CC(=C1)C)C)C1=NOC(=C1)C1=CC=C(C=C1)C 3-(2,4,6-trimethylphenyl)-5-(4-methylphenyl)-isoxazole